(1R,2R,4S)-2-fluoro-4-(((5-fluoro-2-((4-morpholino-phenyl)amino)pyrimidin-4-yl)oxy)methyl)cyclohexan F[C@@H]1CCC[C@@H](C1)COC1=NC(=NC=C1F)NC1=CC=C(C=C1)N1CCOCC1